N-[(2R)-1-hydroxy-2-(pyridin-2-ylmethyl)propan-2-yl]carbamic acid benzyl ester C(C1=CC=CC=C1)OC(N[C@](CO)(C)CC1=NC=CC=C1)=O